C(CO)(=O)N glycolyl-amine